C(=C)C1=CC=C(CC(C(C)=O)C(C)=O)C=C1 3-(4-vinylbenzyl)pentane-2,4-dione